bis(7-(dodecanoyloxy)heptyl) 2,3-bis((4-(pyrrolidin-1-yl)butanoyl)oxy)succinate N1(CCCC1)CCCC(=O)OC(C(=O)OCCCCCCCOC(CCCCCCCCCCC)=O)C(C(=O)OCCCCCCCOC(CCCCCCCCCCC)=O)OC(CCCN1CCCC1)=O